(S)-5-(2,6-Dioxopiperidin-3-yl)-1-((4-(morpholinomethyl)phenoxy)methyl)-4H-Thieno[3,4-c]Pyrrole-4,6(5H)-dione O=C1NC(CC[C@@H]1N1C(C=2C(C1=O)=CSC2COC2=CC=C(C=C2)CN2CCOCC2)=O)=O